(4-((9-isopropylisoxazolo[5,4-H]quinazolin-2-yl)amino)phenyl)(piperazin-1-yl)methanone C(C)(C)C1=NOC2=CC=C3C=NC(=NC3=C21)NC2=CC=C(C=C2)C(=O)N2CCNCC2